CC(C(=O)OCC1OC(OC1)=O)C (2-oxo-1,3-dioxolan-4-yl)methyl 2-methylpropanoate